NC1=CC2=C(C(=N1)C1=CC=C(C(=O)N[C@@H]3CC[C@H](CC3)C(C)(C)O)C=C1)C=CO2 4-(6-aminofuro[3,2-c]pyridin-4-yl)-N-[trans-4-(2-hydroxypropan-2-yl)cyclohexyl]benzamide